COC1=CC2=C(N([C@H]([C@H]3N(C2=O)CCCC3)OC3OCCCC3)C(=O)OCC=C)C=C1OCCCC(=O)OC Allyl (6S,6aS)-2-methoxy-3-(4-methoxy-4-oxobutoxy)-12-oxo-6-((tetrahydro-2H-pyran-2-yl)oxy)-6,6a,7,8,9,10-hexahydrobenzo[e]pyrido-[1,2-a][1,4]diazepine-5(12H)-carboxylate